FC(OC1=CC(=C(CCNC(OC(C)(C)C)=O)C=C1)OC)F Tert-butyl (4-(difluoromethoxy)-2-methoxyphenethyl)carbamate